2-Amino-N-{1-[8-chloro-5-(3,3-difluoropyrrolidin-1-yl)imidazo[1,5-a]pyridin-6-yl]ethyl}pyrazolo[1,5-a]-pyrimidine-3-carboxamide bistrifluoro-acetate FC(C(=O)O)(F)F.FC(C(=O)O)(F)F.NC1=NN2C(N=CC=C2)=C1C(=O)NC(C)C=1C=C(C=2N(C1N1CC(CC1)(F)F)C=NC2)Cl